(E)-2-amino-5,5-dimethyl-3-hexenoic acid ethyl ester C(C)OC(C(\C=C\C(C)(C)C)N)=O